C(C)(C)(C)C1=CC(=NC=C1)O 4-(tert-butyl)pyridin-2-ol